N-(2,4-difluorobenzyl)-4-(1H-indazol-5-yl)-5-(6-methylpyridin-2-yl)-1H-imidazol-2-amine FC1=C(CNC=2NC(=C(N2)C=2C=C3C=NNC3=CC2)C2=NC(=CC=C2)C)C=CC(=C1)F